C(CCCCC)N(C(OC)=O)CCCCCC methyl N,N-dihexylcarbamate